3,5-dichloro-4-[[3-(2,4-difluorophenyl)-4-methoxy-phenyl]methyl]phenol ClC=1C=C(C=C(C1CC1=CC(=C(C=C1)OC)C1=C(C=C(C=C1)F)F)Cl)O